FC=1C=C(C=CC1)C1=NC(=CC2=C1N=CN(C2=O)[C@H](CO)C)C2=CC=C(C=C2)OC(F)(F)F 8-(3-fluorophenyl)-3-[(1S)-2-hydroxy-1-methyl-ethyl]-6-[4-(trifluoromethoxy)phenyl]pyrido[3,4-d]pyrimidin-4-one